tert-butyl 2-(3-bromo-2-(trifluoromethyl)phenoxy)-7-azaspiro[3.5]nonane-7-carboxylate BrC=1C(=C(OC2CC3(C2)CCN(CC3)C(=O)OC(C)(C)C)C=CC1)C(F)(F)F